2-(3,3-difluoropyrrolidin-1-yl)aniline FC1(CN(CC1)C1=C(N)C=CC=C1)F